C(C)N1CC2(CN(C2)C=2C=CC(=NC2)C2=NNC(=C2C(C)C)C=2C=C(C=3N(C2)N=CN3)OC)C1 6-(3-(5-(6-ethyl-2,6-diazaspiro[3.3]heptan-2-yl)pyridin-2-yl)-4-isopropyl-1H-pyrazol-5-yl)-8-methoxy-[1,2,4]triazolo[1,5-a]pyridine